C(C)C(COS(=O)(=O)[O-])CCCC 2-Ethylhexylsulfat